ClC1=C(C=C(C=2N1C(=NC2)C)C2=C(C(=O)N(C(C)C)CC)C=C(C=C2)F)N2CCNCC2 2-[5-Chloro-3-methyl-6-(piperazin-1-yl)imidazo[1,5-a]pyridin-8-yl]-N-ethyl-5-fluoro-N-(isopropyl)benzamide